ClC=1C(=C2C=NN(C2=CC1C)C1OCCCC1)C=1C(=NN(C1C(F)F)C1CC2(CN(C2)C(=O)OC(C)(C)C)C1)C=1C(=NC=CC1)C tert-butyl 6-(4-(5-chloro-6-methyl-1-(tetrahydro-2H-pyran-2-yl)-1H-indazol-4-yl)-5-(difluoromethyl)-3-(2-methylpyridin-3-yl)-1H-pyrazol-1-yl)-2-azaspiro[3.3]Heptane-2-carboxylate